(6-Chlorochroman-3-yl)(1-((S)-2-hydroxypropyl)-6-(3-methoxy-1H-pyrazol-4-yl)-1H-indazol-3-yl)methanone ClC=1C=C2CC(COC2=CC1)C(=O)C1=NN(C2=CC(=CC=C12)C=1C(=NNC1)OC)C[C@H](C)O